F[C@H]1CN(CC[C@H]1NC=1C=2N(C=CC1)C(=C(N2)C2=NOC=N2)CC(F)(F)F)C 3-(8-(((3S,4R)-3-fluoro-1-methylpiperidin-4-yl)amino)-3-(2,2,2-trifluoroethyl)imidazo[1,2-a]pyridin-2-yl)-1,2,4-oxadiazol